boran tribromide [Br-].[Br-].[Br-].B